ClC1=NC(=C2N=CN(C2=N1)[C@@H]1O[C@@H]([C@H]([C@H]1O)O)CO)N1CC(CC1)(C1=CC=CC=C1)C1=CC=CC=C1 (2R,3R,4S,5R)-2-[2-chloro-6-(3,3-diphenylpyrrolidin-1-yl)purin-9-yl]-5-(hydroxymethyl)tetrahydrofuran-3,4-diol